4-(5,6-dihydroxy-1,3-dioxoisoindol-2-yl)-5-oxooxapentan-2-carboxylic acid OC=1C=C2C(N(C(C2=CC1O)=O)C(CC(O)C(=O)O)C=O)=O